tert-butyl-(1-(2-(2,4-difluorophenyl)-2-hydroxy-3-(1H-1,2,4-triazol-1-yl) propyl)piperidin-4-yl)carbamate C(C)(C)(C)OC(NC1CCN(CC1)CC(CN1N=CN=C1)(O)C1=C(C=C(C=C1)F)F)=O